CC1=CC=C(C=N1)/C=C/CC(=O)NC=1C=CC(=NC1)C(=O)NC1=C(C=C(C=C1)F)N 5-((E)-4-(6-methylpyridin-3-yl)but-3-enamido)-N-(2-amino-4-fluorophenyl)pyridinecarboxamide